N-(6-(2H-1,2,3-triazol-2-yl)-5-(trifluoromethyl)pyridin-3-yl)-4-(1H-indol-5-yl)-2-methylbenzamide N=1N(N=CC1)C1=C(C=C(C=N1)NC(C1=C(C=C(C=C1)C=1C=C2C=CNC2=CC1)C)=O)C(F)(F)F